NC1=C(C=CC(=C1)CCC1=CC=C(C=C1)C(F)(F)F)NC(CCCC[C@@H](CF)F)=O (6S)-N-(2-amino-4-(4-(trifluoromethyl)phenethyl)phenyl)-6,7-difluoroheptanamide